C(C1=CC=CC=C1)NC(N(C1=NC=C(C=C1)C=1C=NN(C1)C)[C@@H]1CC[C@H](CC1)NC1=NC=C(C(=N1)C=1C=C2C(=NC1)N(C=N2)C)C#N)=O 3-benzyl-1-(trans-4-((5-cyano-(3-methyl-3H-imidazo-[4,5-b]pyridin-6-yl)pyrimidin-2-yl)-amino)cyclohexyl)-1-(5-(1-methyl-1H-pyrazol-4-yl)-pyridin-2-yl)urea